(S)-3-(2-Cyclopropoxy-5-methoxy-4-(trifluoromethyl)phenyl)piperidine hydrochloride Cl.C1(CC1)OC1=C(C=C(C(=C1)C(F)(F)F)OC)[C@H]1CNCCC1